N[C@@H]1[C@@H](OCC12CCN(CC2)C=2N=CC(=NC2CO)SC2=C(C(=NC=C2)N2C(CCC2)CC(=O)N)Cl)C 2-(1-(4-(5-((3S,4S)-4-amino-3-methyl-2-oxa-8-azaspiro[4.5]decan-8-yl)-6-(hydroxymethyl)pyrazin-2-ylthio)-3-chloropyridin-2-yl)pyrrolidin-2-yl)acetamide